2-(4-Fluorophenyl)-N-{4-[7-(pyridin-2-yl)-5H-pyrrolo[3,2-c]pyridazin-6-yl]pyridin-2-yl}acetamid FC1=CC=C(C=C1)CC(=O)NC1=NC=CC(=C1)C1=C(C=2N=NC=CC2N1)C1=NC=CC=C1